N-(2,2,3,3,3-pentafluoropropyl)acetamide FC(CNC(C)=O)(C(F)(F)F)F